O.[Na].[Na].[Na].N1=NN=C(C(=C1S)S)S triazinetrithiol trisodium hydrate